COCC(C(=O)OC)C(C)(C)C methyl 2-methoxymethyl-3,3-dimethylbutyrate